CC=1C=C(C=C(C1CNCC(F)(F)F)C)C=1N=C(C(=NC1)N)OC=1C=NN(C1)C1CCN(CC1)C 5-(3,5-dimethyl-4-(((2,2,2-trifluoroethyl)amino)methyl)phenyl)-3-((1-(1-methylpiperidin-4-yl)-1H-pyrazol-4-yl)oxy)pyrazin-2-amine